ClC1=CC=C2C(=CNC2=C1)S(=O)(=O)NC=1C(=NC=C(C1)Cl)OC 6-chloro-N-(5-chloro-2-methoxypyridin-3-yl)-1H-indole-3-sulfonamide